C(C)C1=CC=C(C(=N1)C1=CC=C2C=CC=NC2=C1)C=1C=NN(C1)CCC(C)C 7-{6-Ethyl-3-[1-(3-methylbutyl)-1H-pyrazol-4-yl]pyridin-2-yl}chinolin